C(CCCCCCCCCCCCCCC)NCCCC(=O)O N-hexadecyl-gamma-aminobutyric acid